CCCCCCCCCCCCCC(=O)OC[C@H](CO)OC(=O)CCCCCCC/C=C\\C/C=C\\CCCCC The molecule is a 1,2-diacyl-sn-glycerol that has myristoyl and linoleoyl as 1- and 2-acyl groups respectively. It has a role as a mouse metabolite. It is a 1,2-diacyl-sn-glycerol and a tetradecanoate ester. It derives from a linoleic acid.